CC(C([NH3+])(C)C)CCCC=O trimethyl-6-oxohexan-1-aminium